C1=C(C=CC2=CC=CC=C12)CC1(CCN(CC1)C(C1=C(N=CC=C1)C1=NC=NC=C1)=O)C#N 4-(naphthalen-2-ylmethyl)-1-(2-(pyrimidin-4-yl)nicotinoyl)piperidine-4-carbonitrile